cobalt(II) orthophosphate P(=O)([O-])([O-])[O-].[Co+2].P(=O)([O-])([O-])[O-].[Co+2].[Co+2]